ClC=1N=C(C2=C(N1)NC=C2)C#C 2-chloro-4-ethynyl-7H-pyrrolo[2,3-d]Pyrimidine